OC1=C(C(=CC(=C1)C(F)(F)F)C)C=1C=CC=2C(=NC(=CN2)[C@H]2CN(CCC2)C(=O)OC(C)(C)C)N1 tert-butyl (3R)-3-[6-[2-hydroxy-6-methyl-4-(trifluoromethyl)phenyl]pyrido[2,3-b]pyrazin-3-yl]piperidine-1-carboxylate